Benzyl (3R)-4,4,4-trifluoro-2-(1H-inden-2-yl)-3-methylbutyrate FC([C@@H](C(C(=O)OCC1=CC=CC=C1)C=1CC2=CC=CC=C2C1)C)(F)F